6-(3-amino-2-(dimethylamino)propyl)benzo[d]oxazol-2(3H)-one NCC(CC1=CC2=C(NC(O2)=O)C=C1)N(C)C